C1(=CC=CC=C1)[C@H]1N(OCC1)C1=NC(=NC=C1C(F)(F)F)NC1=CC=C(C2=C1OCCO2)C(=O)OC Methyl (S)-8-((4-(3-phenylisoxazolidin-2-yl)-5-(trifluoromethyl)pyrimidin-2-yl)amino)-2,3-dihydrobenzo[b][1,4]dioxin-5-carboxylate